(R)-5-bromo-2,4-difluoro-N-methyl-N-(1-(phenylamino)hexan-2-yl)benzenesulfonamide BrC=1C(=CC(=C(C1)S(=O)(=O)N([C@@H](CNC1=CC=CC=C1)CCCC)C)F)F